6-methyl-7-((2-methyl-[1,1'-biphenyl]-3-yl)methoxy)-2,3-dihydro-1H-indene-4-carbaldehyde CC=1C=C(C=2CCCC2C1OCC=1C(=C(C=CC1)C1=CC=CC=C1)C)C=O